ClC=1C(=NC(=NC1)NC1=CC2=C(B(OC2)O)C(=C1)F)NC1CCCC1 5-((5-chloro-4-(cyclopentylamino)pyrimidin-2-yl)amino)-7-fluorobenzo[c][1,2]oxaborole-1(3H)-ol